OC(C)(C)C1CN(CC1C)C=1C=C(C(=NC1)C(F)(F)F)NC(C1=NC(=CC=C1)C=1C=NN(C1)CC(F)(F)F)=O N-(5-(3-(2-hydroxypropan-2-yl)-4-methylpyrrolidin-1-yl)-2-(trifluoromethyl)pyridin-3-yl)-6-(1-(2,2,2-trifluoroethyl)-1H-pyrazol-4-yl)picolinamide